COP(=O)([O-])[O-] Methyl-Phosphate